S(=O)(=O)(O)C1=CC=C(C2=CC=CC=C12)N=NC1=C(C=CC2=CC=CC=C12)O 1-(4-sulfo-1-naphthylazo)-2-naphthol